Cl.C(C)(C)(C)C1=NOC(=N1)C(=O)NCC1=C(C(=C(C=C1)C1=C(C=NC=C1)N1CC(CCC1)NC)F)C 3-(tert-butyl)-N-(3-fluoro-2-methyl-4-(3-(3-(methylamino)piperidin-1-yl)pyridin-4-yl)benzyl)-1,2,4-oxadiazole-5-carboxamide hydrochloride